ClC=1C(=NC=C(C1)[N+](=O)[O-])OC(F)(F)F 3-chloro-5-nitro-2-(trifluoromethoxy)pyridine